1,10-decanediyl diacrylate C(C=C)(=O)OCCCCCCCCCCOC(C=C)=O